(1R,3R)-1-[2,6-difluoro-4-[1-(oxetan-3-yl)azetidin-3-yl]oxy-phenyl]-2-(2-fluoro-2-methyl-propyl)-3-methyl-1,3,4,9-tetrahydropyrido[3,4-b]indole FC1=C(C(=CC(=C1)OC1CN(C1)C1COC1)F)[C@H]1N([C@@H](CC2=C1NC1=CC=CC=C21)C)CC(C)(C)F